NC1=C(C=2C(=NC=C(C2S1)F)C=1C2=C(C=3C=NC(=NC3C1F)OC[C@H]1OCCC1)COC2)C#N 2-Amino-7-fluoro-4-[5-fluoro-3-[[(2S)-tetrahydrofuran-2-yl]methoxy]-7,9-dihydrofuro[3,4-f]quinazolin-6-yl]thieno[3,2-c]pyridine-3-carbonitrile